FC=1C=C(C=C(C1)F)[C@@H]1CC[C@H]2OC3(C(N21)=O)CCN(CC3)C3=NC=NC=2N3N=CC2 (5'S,7a'R)-5'-(3,5-difluorophenyl)-1-(pyrazolo[1,5-a][1,3,5]triazin-4-yl)tetrahydro-3'H-spiro[piperidine-4,2'-pyrrolo[2,1-b][1,3]oxazol]-3'-one